FC=1C=C2C(=C(NC2=C(C1)F)C1=CC=C(C=C1)F)C1CC(C1)(C)CN [3-[5,7-difluoro-2-(4-fluorophenyl)-1H-indol-3-yl]-1-methyl-cyclobutyl]methylamine